2,2-bis(3,4-dimethylphenyl)-tetrachloro-difluoropropane CC=1C=C(C=CC1C)C(C(F)(F)Cl)(C(Cl)(Cl)Cl)C1=CC(=C(C=C1)C)C